(2S)-2-amino-3-(5-oxo-4,5,6,7-tetrahydropyrazolo[1,5-a]pyrimidin-6-yl)propanamide N[C@H](C(=O)N)CC1C(NC=2N(C1)N=CC2)=O